C1(CC1)C1=CC2=C(C(=NN(C2=O)CC(=O)O)C(C)C)O1 2-(2-Cyclopropyl-7-isopropyl-4-oxofuro[2,3-d]pyridazin-5(4H)-yl)acetic acid